6-(1-methyl-1H-pyrazol-4-yl)-4-((cis)-3-(methylamino)cyclobutoxy)pyrazolo[1,5-a]pyrazin-2-amine bishydrochloride Cl.Cl.CN1N=CC(=C1)C=1N=C(C=2N(C1)N=C(C2)N)O[C@@H]2C[C@@H](C2)NC